N-(3-fluorophenyl)-6-iodoquinazolin-4-amine FC=1C=C(C=CC1)NC1=NC=NC2=CC=C(C=C12)I